1,4-bis(bromomethyl)-2,5-xylene BrCC1=C(C=C(C(=C1)C)CBr)C